C(CCCCCCCCCCC)(=O)NC[C@H](O)[C@@H](O)[C@H](O)[C@H](O)CO N-lauroyl-glucamine